3-{8-azabicyclo[3.2.1]octan-3-yl}-N-[(5-chlorothiophen-2-yl)methyl]-1H-pyrazol-5-amine C12CC(CC(CC1)N2)C2=NNC(=C2)NCC=2SC(=CC2)Cl